4-{[1-(cyanoacetyl)-4-fluoropiperidin-4-yl]methoxy}-6-(propan-2-yloxy)quinoline-7-carboxamide C(#N)CC(=O)N1CCC(CC1)(F)COC1=CC=NC2=CC(=C(C=C12)OC(C)C)C(=O)N